NC1=C(C=C(C=N1)C=1C=C2N(N1)CCC21CN(C1)C(=O)N[C@H](C)C1=NC=CC=C1C#N)C(F)(F)F 2'-[6-amino-5-(trifluoromethyl)pyridin-3-yl]-N-[(1R)-1-(3-cyanopyridin-2-yl)ethyl]-5',6'-dihydrospiro[azetidine-3,4'-pyrrolo[1,2-b]pyrazole]-1-carboxamide